[Ca+2].FC1=CC=C(C=C1)C1=NC(=NC(=C1C(=C(CCCCC(=O)[O-])O)O)C(C)C)N(S(=O)(=O)C)C.FC1=CC=C(C=C1)C1=NC(=NC(=C1C(=C(CCCCC(=O)[O-])O)O)C(C)C)N(C)S(=O)(=O)C 7-[4-(4-fluorophenyl)-6-isopropyl-2-(N-methyl-N-methyl-sulfonyl-amino)-pyrimidin-5-yl]-(3R,5S)-dihydroxy-hept-6-enoic acid Calcium salt